2-(2-(methoxymethyl)-7-methylquinoxalin-5-yl)-4-methyl-6-(trifluoromethoxy)benzo[d]thiazole COCC1=NC2=CC(=CC(=C2N=C1)C=1SC2=C(N1)C(=CC(=C2)OC(F)(F)F)C)C